1-benzyl-4-(2-methoxy-2-oxo-ethyl)piperidine-4-carboxylic acid methyl ester COC(=O)C1(CCN(CC1)CC1=CC=CC=C1)CC(=O)OC